(1r,3r)-3-(1-phenyl-1H-pyrazole-3-carboxamido)cyclobutan-1-aminium chloride [Cl-].C1(=CC=CC=C1)N1N=C(C=C1)C(=O)NC1CC(C1)[NH3+]